vinyloxyethyl perfluorooctanoate FC(C(=O)OCCOC=C)(C(C(C(C(C(C(F)(F)F)(F)F)(F)F)(F)F)(F)F)(F)F)F